6-(tert-butyl)-4-chloro-5-(2-methylpyrrolidin-1-yl)thieno[2,3-d]pyrimidine C(C)(C)(C)C1=C(C2=C(N=CN=C2Cl)S1)N1C(CCC1)C